O[C@@H]1C[C@H](N(C1)C(C(C(C)C)N1N=CC(=C1)C)=O)C(=O)OC (2S,4R)-Methyl 4-hydroxy-1-(3-methyl-2-(4-methyl-1H-pyrazol-1-yl)butanoyl)pyrrolidine-2-carboxylate